Silicon boron hydroxide B(O)(O)O.[Si]